D-2-Ethylthio 2-acetamido-galactopyranoside C(C)(=O)N[C@@]1(C(OSCC)O[C@@H]([C@@H]([C@@H]1O)O)CO)O